N1=C(C=CC=C1C=1N=NN(C1)C1=CC=C(C(=O)O)C=C1)C=1N=NN(C1)C1=CC=C(C(=O)O)C=C1 4,4'-(pyridine-2,6-diylbis(1H-1,2,3-triazole-4,1-diyl))dibenzoic acid